OC12CC3(CC(CC(C1)C3)C2)CN2C(C(=CC=C2)NC([C@H](CCC(C(=O)NCC)=O)NC(=O)C2=C(N=NS2)C2CC2)=O)=O (S)-N1-(1-((3-hydroxy-1-adamantyl)methyl)-2-oxo-1,2-dihydropyridin-3-yl)-2-(4-cyclopropyl-1,2,3-thiadiazole-5-carboxamido)-N6-ethyl-5-oxohexanediamide